CN(C)CC1CN(CC1)C1=NN=C(C2=CC=CC=C12)C1=C(C=C(C=C1)C(F)(F)F)O 2-(4-{3-[(dimethylamino)methyl]pyrrolidin-1-yl}phthalazin-1-yl)-5-(trifluoromethyl)phenol